CC1=NC2=CC=CC(=C2C(N1)=O)[N+](=O)[O-] 2-Methyl-5-nitro-4-oxoquinazolin